2-(2-(tert-butyl)-6-isopropyl-5-oxopyrazolo[1,5-a]pyrido[3,2-e]pyrimidin-4(5H)-yl)-N-(5-fluoropyridin-2-yl)acetamide C(C)(C)(C)C1=NN2C(N(C(C3=C2N=CC=C3C(C)C)=O)CC(=O)NC3=NC=C(C=C3)F)=C1